C(C)(C)[C@@H]1[C@@H](C(CC(O1)=O)=O)C (5S,6R)-6-isopropyl-5-methyldihydro-2H-pyran-2,4(3H)-dione